CC1(C(C2=CC=C(C=C2C1)C1=C(C=CC=C1)OC(F)(F)F)NC(O[C@@H]1CN2CCC1CC2)=O)C (S)-quinuclidin-3-yl (2,2-dimethyl-5-(2-(trifluoromethoxy)phenyl)-2,3-dihydro-1H-inden-1-yl)carbamat